BrC=1C(=C(C=C2CCCC3(C12)SCCS3)Cl)OC 8'-bromo-6'-chloro-7'-methoxy-3',4'-dihydro-2'H-spiro[1,3-dithiolane-2,1'-naphthalene]